CN1N=CC(=C1)C=1N=C(C=2N(C1)N=CC2)[C@@H]2C[C@@H](CCC2)NC(OC(C)(C)C)=O |r| rac-tert-butyl ((1R,3S)-3-(6-(1-methyl-1H-pyrazol-4-yl)pyrazolo[1,5-a]pyrazin-4-yl)cyclohexyl)carbamate